F[C@H]1[C@@H](CN(C1)C1=NC(=C2N=CN(C2=N1)C)NC=1C(=NN(C1)CCCONC)OC)NC(OCC[Si](C)(C)C)=O 2-trimethylsilylethyl N-[(3R,4R)-4-fluoro-1-[6-[[3-methoxy-1-[3-(methylaminooxy)propyl]pyrazol-4-yl]amino]-9-methyl-purin-2-yl]pyrrolidin-3-yl]carbamate